(2-fluoroethyl)-2-(piperidin-4-yl)pyrimidin-4-amine hydrochloride Cl.FCCC=1C(=NC(=NC1)C1CCNCC1)N